alpha-amino-n-valeric acid CCCC(C(=O)[O-])[NH3+]